C(C1=CC=CC=C1)[N+](=CC=CCCCCCCCCC)[O-] N-benzyldodec-2-en-1-imine oxide